methyl (((6-hydroxy-5-methyl-4-pentyl-1',2',3',4'-tetrahydro-[1,1'-biphenyl]-2-yl)oxy)methyl)(phenyl)carbamate OC1=C(C(=CC(=C1C1CCCC=C1)OCN(C(OC)=O)C1=CC=CC=C1)CCCCC)C